C(C)(C)(C)N(C(O)=O)C1=CC=C2C=NN(C2=C1OC)C1OCCCC1.C(CCCCCCC)N(C1=CC=C(C=C1)C(=O)C1=CC=C(C=C1)N(CCCCCCCC)CCCCCCCCCCCCCC)CCCCCCCCCCCCCC bis(4-(n-octyl-n-tetradecylamino)phenyl)methanone tert-butyl-(7-methoxy-1-(tetrahydro-2H-pyran-2-yl)-1H-indazol-6-yl)carbamate